ClC1=CCN(C=C1Cl)[C@@H]1CN[C@H](CC1)C=1OC(=NN1)OCCOC(F)(F)F 4,5-dichloro-N-[(3S,6R)-6-{5-[2-(trifluoro-methoxy)ethoxy]-1,3,4-oxadiazol-2-yl}piperidin-3-yl]pyridine